FC=1C=C2C(=CNC2=CC1F)NC(=O)C=1N=C2N(CC(CC2)C(F)(F)F)C1 N-(5,6-difluoro-1H-indol-3-yl)-6-(trifluoromethyl)-5,6,7,8-tetrahydroimidazo[1,2-a]pyridine-2-carboxamide